C(C)(=O)C1=NN(C2=C(C=C(C=C12)C=1C=NC(=NC1)C)C)CC(=O)N1[C@@H]2C[C@@]2(C[C@H]1C(=O)NC1=NC(=CC=C1)Br)C (1R,3S,5R)-2-(2-(3-acetyl-7-methyl-5-(2-methylpyrimidin-5-yl)-1H-indazol-1-yl)acetyl)-N-(6-bromopyridin-2-yl)-5-methyl-2-azabicyclo[3.1.0]hexane-3-carboxamide